[Si](C)(C)(C(C)(C)C)OCCN1N=C(C(=C1)NC=1N=CC2=C(N1)N(C=C2)[C@H](COC)C)O[C@@H]2COCC2 2-((1-(2-((tert-butyldimethylsilyl)oxy)ethyl)-3-(((S)-tetrahydrofuran-3-yl)oxy)-1H-pyrazol-4-yl)amino)-7-((S)-1-methoxypropan-2-yl)-7H-pyrrolo[2,3-d]pyrimidine